CC1=COC2=C1C=C(C=C2)S(N(CCC2=CC=CC=C2)C2=CC=C(C=C2)N2CCN(CC2)C(N(C)C)=O)(=O)=O 3-Methyl-5-(N-(4-(4-(dimethylcarbamoyl)piperazin-1-yl)phenyl)-N-phenethylsulfamoyl)benzofuran